1'-(4-chloro-3-fluorophenyl)-3-methyl-1',2'-dihydrospiro[cyclobutane-1,3'-pyrrolo[3,2-b]pyridine] ClC1=C(C=C(C=C1)N1CC2(C3=NC=CC=C31)CC(C2)C)F